COC1=NC(=NC=C1C(F)(F)F)N[C@H]1CNCC1 (R)-4-methoxy-N-(pyrrolidin-3-yl)-5-(trifluoromethyl)pyrimidin-2-amine